(S)-quinuclidin-3-yl 3-fluoro-5-(2-(3-(6-methylpyridin-2-yl)-4-(quinolin-4-yl)-1H-pyrazol-1-yl)acetamido)benzoate FC=1C=C(C(=O)O[C@@H]2CN3CCC2CC3)C=C(C1)NC(CN1N=C(C(=C1)C1=CC=NC3=CC=CC=C13)C1=NC(=CC=C1)C)=O